C(C1=CC=CC=C1)N1C2=CC=CC(=C2C=2C(C(CCC12)=S)C(N)=O)OCC(=O)O (9-benzyl-4-carbamoyl-3-thioxo-1,2,3,4-tetrahydrocarbazol-5-yl)oxyacetic acid